2-(5-Fluoropyridin-2-yl)-6,6-bis(methyl-d3)-3-(1H-pyrazolo[3,4-b]pyridin-4-yl)-4,5,6,7-tetrahydropyrazolo[1,5-a]pyridin-4-ol FC=1C=CC(=NC1)C1=NN2C(C(CC(C2)(C([2H])([2H])[2H])C([2H])([2H])[2H])O)=C1C1=C2C(=NC=C1)NN=C2